8-[(1R)-1-[2-(2-Methoxy-pyrimidin-5-yl)anilino]-ethyl]-3,6-dimethyl-2-phenyl-chromen-4-one COC1=NC=C(C=N1)C1=C(N[C@H](C)C=2C=C(C=C3C(C(=C(OC23)C2=CC=CC=C2)C)=O)C)C=CC=C1